BrC1=CC=C(C=C1)C(C=1NC(=C2CCCCC12)C(=O)OCC)C=1NC(=C2CCCCC12)C(=O)OCC diethyl 3,3'-((4-bromophenyl)methylene)bis(4,5,6,7-tetrahydro-2H-isoindole-1-carboxylate)